[Si](C)(C)(C(C)(C)C)O[C@H](CN1N=C(C(=C1CI)I)OC(C)C)C (S)-1-(2-((tert-butyldimethylsilyl)oxy)propyl)-4-iodo-5-(iodomethyl)-3-isopropoxy-1H-pyrazole